7-bromo-8-oxo-1,3,4,8-tetrahydropyrido[2,1-c][1,4]Oxazine-9-carboxylic acid methyl ester COC(=O)C=1C(C(=CN2C1COCC2)Br)=O